O=C1NC2(CC(C2)C(=O)O)CC1 6-oxo-5-azaspiro[3.4]Octane-2-carboxylic acid